(3R,6S)-6-(cyanamidomethyl)tetrahydro-2H-pyran N(C#N)C[C@@H]1CCCCO1